C(C)(C)(C)OC(=O)N1C[C@@H](CCC1)NC=1C(N(C(=NN1)C1=C(C=C(C=C1)Br)OC)C)=O (R)-3-((3-(4-bromo-2-methoxyphenyl)-4-methyl-5-oxo-4,5-dihydro-1,2,4-triazin-6-yl)amino)piperidine-1-carboxylic acid tert-butyl ester